gamma-(N-piperidyl)propyltrimethoxysilane N1(CCCCC1)CCC[Si](OC)(OC)OC